(R)-4-cyano-N-((2-(4-cyclobutyl-2-methoxyphenyl)-1,6-naphthyridin-7-yl)methyl)-4-methylisochroman-6-carboxamide C(#N)[C@@]1(COCC2=CC=C(C=C12)C(=O)NCC1=NC=C2C=CC(=NC2=C1)C1=C(C=C(C=C1)C1CCC1)OC)C